F[C@@H]1[C@@H](C1)C(=O)NC=1N=CC2=CC(=NC=C2C1)C=1C=NC(=CC1C)[C@@H](CC)O (1S,2S)-2-fluoro-N-(7-{6-[(1R)-1-hydroxypropyl]-4-methylpyridin-3-yl}-2,6-naphthyridin-3-yl)cyclopropane-1-carboxamide